C(C)(C)(C)OC(=O)N1C[C@H]([C@H](C1)OC=1C=NN(C1)C)OC.BrC1=C(C=CC(=C1)CCC)C1=CC=CC=C1 |r| bromo-4-propyl-biphenyl rac-tert-butyl-(3r,4s)-3-methoxy-4-((1-methyl-1H-pyrazol-4-yl)oxy)pyrrolidine-1-carboxylate